C12CN(CC(CC1)N2)C=2C1=C(N=C(N2)NCCC2N(CCC2)C)N=C(C=C1)C1=CC=C(C2=C1N=C(S2)N)F 4-(4-(3,8-diazabicyclo-[3.2.1]octan-3-yl)-2-((2-(1-methylpyrrolidin-2-yl)-ethyl)amino)pyrido[2,3-d]-pyrimidin-7-yl)-7-fluoro-benzo[d]thiazol-2-amine